tert-butyl (S)-2-(6-3-Methyl-1H-pyrrolo[2,3-b]pyridin-5-yl-2-phenyl-3,4-dihydro-1H-isoquinolin-8-yl)pyrrolidin-1-Carboxylate CC1=CNC2=NC=C(C=C21)C=2C=C1CCN(CC1=C(C2)[C@H]2N(CCC2)C(=O)OC(C)(C)C)C2=CC=CC=C2